2-(1-((4-bromo-5-methyl-1H-pyrazol-1-yl)methyl)cyclohexyloxy)acetic acid BrC=1C=NN(C1C)CC1(CCCCC1)OCC(=O)O